5-(3-((cyclopropyl(2-methoxyethyl)amino)methyl)azetidin-1-yl)-N-(8-fluoro-2-methylimidazo[1,2-a]pyridin-6-yl)pyrazine-2-carboxamide C1(CC1)N(CCOC)CC1CN(C1)C=1N=CC(=NC1)C(=O)NC=1C=C(C=2N(C1)C=C(N2)C)F